N-[4-fluoro-2-[rac-(3R,5S)-3,4,5-trimethylpiperazin-1-yl]-5-[1-(thiophen-3-ylmethyl)-3,6-dihydro-2H-pyridin-4-yl]phenyl]-6-oxo-4-(trifluoromethyl)-1H-pyridine-3-carboxamide FC1=CC(=C(C=C1C=1CCN(CC1)CC1=CSC=C1)NC(=O)C1=CNC(C=C1C(F)(F)F)=O)N1C[C@H](N([C@H](C1)C)C)C |r|